oestrane C[C@@]12CCC[C@H]1[C@@H]1CCC3CCCC[C@@H]3[C@H]1CC2